methyl 2-[tert-butoxycarbonylamino]thiazole-4-carboxylate C(C)(C)(C)OC(=O)NC=1SC=C(N1)C(=O)OC